FC(C1=NN(C(=C1C(=O)OCC)O)C)F ethyl 3-(difluoromethyl)-5-hydroxy-1-methyl-1H-pyrazole-4-carboxylate